COC(C1=C(C=C(C(=C1)N1C(NC(=CC1=O)C(F)(F)F)=O)F)I)=O.NC1=NC=2C=CC=CC2C2=C1N=CN2[C@@H](CCCNC(CCCCCCCCC)=O)COCC N-[(4S)-4-(4-aminoimidazo[4,5-c]quinolin-1-yl)-5-ethoxy-pentyl]decanoamide methyl-5-(2,6-dioxo-4-(trifluoromethyl)-3,6-dihydropyrimidine-1(2H)-yl)-4-fluoro-2-iodobenzoate